C(C)OCC1(CCN(CC1)CC=1C=NN(C1)C)CCC=1SC=C(C1)C 4-(ethoxymethyl)-1-((1-methyl-1H-pyrazol-4-yl)methyl)-4-(2-(4-methyl-thiophen-2-yl)ethyl)piperidine